N-(1,2-dimethylbutyl)-3-methyl-3-oxetanemethylamine CC(C(CC)C)NCC1(COC1)C